FC=1C=C(C=CC1C(F)(F)F)[C@H](C)NC(CC(C(=O)O)=C)=O (S)-4-((1-(3-fluoro-4-(trifluoromethyl)phenyl)ethyl)amino)-2-methylene-4-oxobutanoic acid